(2R,4s)-1-[(2R)-2-(4-cyclopropyl-triazol-1-yl)-3,3-dimethyl-butyryl]-4-hydroxy-N-[[1-(methoxymethyl)isochroman-1-yl]methyl]pyrrolidine-2-carboxamide C1(CC1)C=1N=NN(C1)[C@@H](C(=O)N1[C@H](C[C@@H](C1)O)C(=O)NCC1(OCCC2=CC=CC=C12)COC)C(C)(C)C